2-amino-5-hydroxynaphthalene-1,7-disulphonic acid NC1=C(C2=CC(=CC(=C2C=C1)O)S(=O)(=O)O)S(=O)(=O)O